C1(C(CC1)C(=O)O)C(=O)O cyclobutane-1,2-dicarboxylic acid